N,N-dimethyl-2-aminosulfonyl-3-pyridinecarboxamide CN(C(=O)C=1C(=NC=CC1)S(=O)(=O)N)C